COC(=O)[C@@H]1[C@@H]2CN([C@H](C1)C2)C(=O)OC(C)(C)C (1S,4R,5S)-2-azabicyclo[2.2.1]heptane-2,5-dicarboxylic acid 2-(tert-butyl) 5-methyl ester